N-(2-chloro-4-(trifluoromethyl)phenyl)-2-(2-(3,4-dihydro-2H-pyran-6-yl)-5-ethyl-6-(4-(4-hydroxyisoxazole-3-yl)piperazin-1-yl)-7-oxo-[1,2,4]triazolo[1,5-a]pyrimidin-4(7H)-yl)acetamide ClC1=C(C=CC(=C1)C(F)(F)F)NC(CN1C=2N(C(C(=C1CC)N1CCN(CC1)C1=NOC=C1O)=O)N=C(N2)C2=CCCCO2)=O